(1S,3aR,6aS)-N-((S)-1-cyano-2-((R)-2-oxopiperidin-3-yl)ethyl)-2-(4-(difluoromethyl)-6-fluoro-1H-indole-2-carbonyl)-5,5-difluorooctahydrocyclopenta[c]pyrrole-1-carboxamide C(#N)[C@H](C[C@@H]1C(NCCC1)=O)NC(=O)[C@H]1N(C[C@H]2[C@@H]1CC(C2)(F)F)C(=O)C=2NC1=CC(=CC(=C1C2)C(F)F)F